ClC=1C=C(C2=C(CC(O2)(C)C)C1)C=1C=C2CCC(SC2=CC1)CCC(=O)O 3-[6-(5-chloro-2,2-dimethyl-2,3-dihydro-benzofuran-7-yl)-thiochroman-2-yl]-propionic acid